IC[Si](OC)(OC)[SiH2]Cl Iodomethyldimethoxysilylchlorosilane